(3R,4R)-4-((5-fluoro-7-(6-(trifluoromethoxy)pyridin-2-yl)pyrrolo[2,1-f][1,2,4]triazin-2-yl)amino)-1-(methylsulfonyl)piperidin-3-ol FC=1C=C(N2N=C(N=CC21)N[C@H]2[C@@H](CN(CC2)S(=O)(=O)C)O)C2=NC(=CC=C2)OC(F)(F)F